dimethyl(octadecyl)[3-(trimethoxysilyl)propyl]ammonium C[N+](CCC[Si](OC)(OC)OC)(CCCCCCCCCCCCCCCCCC)C